C1(=CC=CC=C1)N=C(C)C(C)=NC1=CC=CC=C1 2,3-Bis(phenylimino)-butan